N-(3-hydroxypropyl)maleimide tert-butyl-2-[4-[3-(2,4-dioxohexahydropyrimidin-1-yl)-5-fluoro-1-methyl-indazol-6-yl]piperazin-1-yl]acetate C(C)(C)(C)OC(CN1CCN(CC1)C1=C(C=C2C(=NN(C2=C1)C)N1C(NC(CC1)=O)=O)F)=O.OCCCN1C(C=CC1=O)=O